OCP(=O)CCC(C(=O)O)=O 4-(Hydroxymethylphosphinyl)-2-Oxobutyric Acid